(2R,3R,4R,5S)-1-(6-{[3-cyclopropyl-5-(pyridazin-3-yl)phenyl]amino}hexyl)-2-(hydroxymethyl)piperidine-3,4,5-triol C1(CC1)C=1C=C(C=C(C1)C=1N=NC=CC1)NCCCCCCN1[C@@H]([C@H]([C@@H]([C@H](C1)O)O)O)CO